4-methoxy-N-methyl-N-(((4-(trifluoromethyl)benzoyl)oxy)phenyl)amide COC1=CC(=C(C=C1)[N-]C)OC(C1=CC=C(C=C1)C(F)(F)F)=O